2,2'-(ethane-1,2-diylbis(5-carbamoyl-4-methoxy-1H-benzo[d]imidazole-1,2-diyl))bis(4-chlorobenzoic acid) C(CN1C(=NC2=C1C=CC(=C2OC)C(N)=O)C2=C(C(=O)O)C=CC(=C2)Cl)N2C(=NC1=C2C=CC(=C1OC)C(N)=O)C1=C(C(=O)O)C=CC(=C1)Cl